cerous trichloride [Cl-].[Cl-].[Cl-].[Ce+3]